Benzyl (2S)-5-[bis[2-[5-(tert-butoxycarbonylamino)pentanoylamino]ethyl]amino]-2-[5-(tert-butoxy carbonylamino)pentanoylamino]-5-oxo-pentanoate C(C)(C)(C)OC(=O)NCCCCC(=O)NCCN(C(CC[C@@H](C(=O)OCC1=CC=CC=C1)NC(CCCCNC(=O)OC(C)(C)C)=O)=O)CCNC(CCCCNC(=O)OC(C)(C)C)=O